salicylamine, hydrobromide Br.C(C=1C(O)=CC=CC1)N